BrC1=CC=C(C=C1)/N=N/C1=CNC2=CC=C(C=C12)N (E)-3-((4-bromophenyl)diazenyl)-1H-indol-5-amine